COC([C@@H](CC=1C=C2C=NN(C2=C(C1)C)CC1=CC=CC=C1)NC(=O)OC(C)(C)C)=O (R)-3-(1-benzyl-7-methyl-1H-indazol-5-yl)-2-((tert-butoxycarbonyl)amino)propanoic acid methyl ester